2-dimethylamino-1,3-dithiosulfopropane CN(C(CS(=S)(=O)O)CS(=S)(=O)O)C